methyl 3-bromo-5-((3-bromo-5-(trifluoromethyl)phenyl)thio)benzoate BrC=1C=C(C(=O)OC)C=C(C1)SC1=CC(=CC(=C1)C(F)(F)F)Br